1-(2-methyl-3-trityl-imidazol-4-yl)prop-2-en-1-one CC1=NC=C(N1C(C1=CC=CC=C1)(C1=CC=CC=C1)C1=CC=CC=C1)C(C=C)=O